(S)-N-(1-(3-(tert-butyl)phenyl)ethyl)-1-isobutyl-2-methyl-1H-indole-6-carboxamide C(C)(C)(C)C=1C=C(C=CC1)[C@H](C)NC(=O)C1=CC=C2C=C(N(C2=C1)CC(C)C)C